C1(CC1)NC1=CC=C(C(=N1)F)C1=NN(C=C1C(=O)N[C@@H]1C(NC2=C(C(=N1)C1=CC=CC=C1)C=CC=C2F)=O)C2COC2 3-[6-(Cyclopropylamino)-2-fluoropyridin-3-yl]-N-[(3S)-9-fluoro-2-oxo-5-phenyl-1,3-dihydro-1,4-benzodiazepin-3-yl]-1-(oxetan-3-yl)pyrazole-4-carboxamide